1-{5-[4-(Difluoromethoxy)benzenesulfonyl]-1H,2H,3H,4H,5H,6H-pyrrolo[3,4-c]pyrrol-2-yl}-2-(3,4-difluorophenyl)-2-hydroxyethan-1-one FC(OC1=CC=C(C=C1)S(=O)(=O)N1CC2=C(C1)CN(C2)C(C(O)C2=CC(=C(C=C2)F)F)=O)F